cyclohexyl 4-((4-(3-((R)-2,6-dioxopiperidin-3-yl)-1-methyl-1H-indazol-6-yl)piperidin-1-yl)methyl)piperidine-1-carboxylate O=C1NC(CC[C@@H]1C1=NN(C2=CC(=CC=C12)C1CCN(CC1)CC1CCN(CC1)C(=O)OC1CCCCC1)C)=O